5-cyano-1-(benzenesulfonyl)-2,3-dihydro-1H-pyrrole C(#N)C1=CCCN1S(=O)(=O)C1=CC=CC=C1